(Z)-(4-methoxyphenyl)-7-(pyridine-2-yl)hept-6-en-1-one methyl-tetracos-15-enoate COC(CCCCCCCCCCCCCC=CCCCCCCCC)=O.COC1=CC=C(C=C1)C(CCCC\C=C/C1=NC=CC=C1)=O